tert-butyl 3-hydroxy-3-(hydroxymethyl)azetidine-1-carboxylate OC1(CN(C1)C(=O)OC(C)(C)C)CO